Cl.FC1=CC(=C(C=C1)C=1C=C2C(=NN(C2=CC1)C)CN(C)C)OCCC=1C(=NN(C1C)C)C 1-(5-(4-fluoro-2-(2-(1,3,5-trimethyl-1H-pyrazol-4-yl)ethoxy)phenyl)-1-methyl-1H-indazol-3-yl)-N,N-dimethylmethanamine HCl salt